O1CCC(CC1)C=1SC(=C(N1)C(NCC1=C(C=CC=C1)C(F)(F)F)=O)NC(OC(C)(C)C)=O tert-butyl (2-(tetrahydro-2H-pyran-4-yl)-4-((2-(trifluoromethyl) benzyl)carbamoyl)thiazol-5-yl)carbamate